C(CCC)C1=NN(C(=C1CC1=C(C=C(C=C1)C1=C(C=CC=C1)S(=O)(=O)NC(C)(C)C)F)C#N)C=1C=C(C=CC1Cl)NC(CC)=O N-[3-[3-butyl-5-cyano-4-[[2'-[[(1,1-dimethylethyl)amino]sulfonyl]-3-fluoro[1,1'-biphenyl]-4-yl]methyl]-1H-pyrazol-1-yl]-4-chlorophenyl]propanamide